tert-butyl N-[[2-methyl-4-[6-[3-[2-[4-(4-nitrophenyl)-1-piperidyl]ethyl]phenyl]pyrrolo[2,1-f][1,2,4]triazin-4-yl]phenyl]methyl]carbamate CC1=C(C=CC(=C1)C1=NC=NN2C1=CC(=C2)C2=CC(=CC=C2)CCN2CCC(CC2)C2=CC=C(C=C2)[N+](=O)[O-])CNC(OC(C)(C)C)=O